ClC1=CC=C2N(CCN(C2=O)CC2=CC=C(C=C2)OC)C1=O 7-chloro-2-(4-methoxybenzyl)-3,4-dihydro-1H-pyrido[1,2-a]pyrazine-1,6(2H)-dione